C(C)(C)(C)OC(=O)N(CCC(=O)O)C 3-((tert-butoxycarbonyl)(methyl)amino)propionic acid